CC(C)P(C(CC)CCCC)C(CC)CCCC 2-propylbis-(3-heptyl)phosphine